FC=1C=C(C=CC1OC)C=1C=C2C(=NC(=NC2=CC1)OC[C@@H]1CNCC1)C1=CC=C(C#N)C=C1 (S)-4-(6-(3-fluoro-4-methoxyphenyl)-2-(pyrrolidin-3-ylmethoxy)quinazolin-4-yl)benzonitrile